(1-phenyl-2-(phenylseleno) ethyl) acetate C(C)(=O)OC(C[Se]C1=CC=CC=C1)C1=CC=CC=C1